C1(=CC=CC=C1)C1N(OCC1)C1=NC(=NC=C1C(F)(F)F)NC1=CC=C(C#N)C=C1 4-((4-(3-phenylisoxazolidin-2-yl)-5-(trifluoromethyl)pyrimidin-2-yl)amino)benzonitrile